1-[6-[4-[(3S)-3-(6-methylpyridin-3-yl)-1,2-oxazolidine-2-carbonyl]piperidin-1-yl]pyrimidin-4-yl]pyrrolidin-2-one CC1=CC=C(C=N1)[C@H]1N(OCC1)C(=O)C1CCN(CC1)C1=CC(=NC=N1)N1C(CCC1)=O